S-nitroso-N-acetyl-DL-penicillamine N(=O)SC([C@H](NC(C)=O)C(=O)O)(C)C |r|